1-(2-(1H-pyrazol-1-yl)ethyl)-4-(6-((1-(4-(difluoromethyl)phenyl)-4-methyl-1H-1,2,3-triazol-5-yl)methoxy)pyridazin-3-yl)piperazin-2-one N1(N=CC=C1)CCN1C(CN(CC1)C=1N=NC(=CC1)OCC1=C(N=NN1C1=CC=C(C=C1)C(F)F)C)=O